COCCS(=O)[O-].[Na+] sodium 2-methoxyethane-1-sulfinate